N-((1-(5-bromopyridin-2-yl)-1H-1,2,3-triazol-4-yl)methyl)-2-(4-(methylsulfonyl)phenyl)thiazole-5-carboxamide BrC=1C=CC(=NC1)N1N=NC(=C1)CNC(=O)C1=CN=C(S1)C1=CC=C(C=C1)S(=O)(=O)C